ClC(C(C)C)(C1=CC=CC=C1)C1=NC2=CC=CC=C2C=C1 2-(1-chloro-2-methyl-1-phenylpropyl)quinoline